1-(4-(6-chloro-8-fluoro-7-(2-fluoro-6-hydroxyphenyl)quinazolin-4-yl)piperazin-1-yl)prop-2-en-1-one ClC=1C=C2C(=NC=NC2=C(C1C1=C(C=CC=C1O)F)F)N1CCN(CC1)C(C=C)=O